ClC1=CC=C(CN2S(C3=C(C2=O)C=CC=C3)(=O)=O)C=C1 (4-chlorobenzyl)benzo[d]isothiazol-3(2H)-one-1,1-dioxide